C1(=CC=CC=C1)CC(=O)NP(O)(O)=O phenylacetamidophosphonic acid